6,6-dimethyl-1-(Tetrahydropyran-2-yl)-4,5,6,7-tetrahydro-1H-indazole-3-carboxylic acid CC1(CCC=2C(=NN(C2C1)C1OCCCC1)C(=O)O)C